C(C)N1N=C(C2=NC(=C(C(=C21)O)C(=O)OC)O)C methyl 1-ethyl-5,7-dihydroxy-3-methyl-1H-pyrazolo[4,3-b]pyridine-6-carboxylate